5-bromo-3-(1,3-dioxolan-2-yl)pyridin-2-amine BrC=1C=C(C(=NC1)N)C1OCCO1